2-(4'-diethylaminobenzylidene)-propiophenone C(C)N(C1=CC=C(C=C(C(=O)C2=CC=CC=C2)C)C=C1)CC